aminomethyl-1-methylcyclohexylamine NCNC1(CCCCC1)C